methyl (1r,4r)-4-((5-((3-amino-6-cyclohexylpyridin-2-yl)amino)pyridin-2-yl)carbamoyl)cyclohexane-1-carboxylate NC=1C(=NC(=CC1)C1CCCCC1)NC=1C=CC(=NC1)NC(=O)C1CCC(CC1)C(=O)OC